(R)-N-(1-(3-amino-5-(trifluoromethyl)phenyl)ethyl)-2-chloro-6-morpholinopyrido[2,3-d]pyrimidin-4-amine NC=1C=C(C=C(C1)C(F)(F)F)[C@@H](C)NC=1C2=C(N=C(N1)Cl)N=CC(=C2)N2CCOCC2